ClC1=CC=C(C(=N1)C(=O)O)NC(C)C=1C=C(C=C2C(C(=C(OC12)C=1C=NC=C(C1)F)C)=O)C 6-Chloro-3-[1-[2-(5-fluoro-3-pyridyl)-3,6-dimethyl-4-oxo-chromen-8-yl]ethylamino]pyridine-2-carboxylic acid